FC1=CC2=C(N=CCO2)C=C1N 7-fluoro-6-amino-2H-1,4-benzoxazine